COC([C@@H](NC(\C=C\C1=CC(O)=C(O)C=C1)=O)CC(C)C)=O N-caffeoyl-leucine methyl ester